undecyl-hydroxyethyl-imidazolium C(CCCCCCCCCC)[N+]1=C(NC=C1)CCO